2-[4-(1,5-Dimethyl-6-oxo-1,6-dihydro-pyridin-3-yl)-pyrazol-1-yl]-benzonitrile CN1C=C(C=C(C1=O)C)C=1C=NN(C1)C1=C(C#N)C=CC=C1